2-((2-chloropyridin-3-yl)methyl)-7-methoxyimidazo[1,2-c]quinazolin-5-amine ClC1=NC=CC=C1CC=1N=C2N(C(=NC=3C(=CC=CC23)OC)N)C1